2,2,7-trifluoro-6-(2,3,4,6-tetrafluoro-5-methoxyphenyl)-4H-1,4-benzoxazin-3-one FC1(OC2=C(NC1=O)C=C(C(=C2)F)C2=C(C(=C(C(=C2F)OC)F)F)F)F